OC1(CCN(CC1)C(C[C@@H](C)C1=CC=CC=C1)=O)CN1C=NC(=CC1=O)N1CC(C1)COC (R)-3-((4-hydroxy-1-(3-phenylbutanoyl)piperidin-4-yl)methyl)-6-(3-(methoxymethyl)azetidin-1-yl)pyrimidin-4(3H)-one